2,2,4-trimethylbutane CC(C)(CCC)C